C1(=CC(=CC=C1)S(=O)(=O)Cl)S(=O)(=O)Cl 1,3-benzenedisulphonyl chloride